N-(3-(7H-pyrrolo[2,3-D]pyrimidin-4-yl)phenyl)-benzamide N1=CN=C(C2=C1NC=C2)C=2C=C(C=CC2)NC(C2=CC=CC=C2)=O